CC1=C(C=C(C(=C1)C)C1=NOC2(C1)CCCCC2)NS(=O)(=O)C(F)(F)F N-[2,4-dimethyl-5-(1-oxa-2-azaspiro[4.5]dec-2-en-3-yl)phenyl]-1,1,1-trifluoro-methanesulfonamide